FC(C1=NN=C(S1)C1=CN=C2N1C=C(C=C2N2C[C@H](O[C@@H](C2)C)CO)S(=O)(=O)NC2(COC2)C)F 3-(5-(difluoromethyl)-1,3,4-thiadiazol-2-yl)-8-((2S,6R)-2-(hydroxymethyl)-6-methylmorpholino)-N-(3-methyloxetan-3-yl)imidazo[1,2-a]pyridine-6-sulfonamide